C(C)(C)(C)C=1C=C(NN1)NC(=O)NC1=CC=C(C=C1)N1C=NC2=C1C=CC(=C2)OCC2=CC(=CC=C2)F 1-(5-tert-butyl-2H-pyrazol-3-yl)-3-{4-[5-(3-fluoro-benzyloxy)-benzimidazol-1-yl]-phenyl}-urea